FC(C=1C=CC(=NC1)O[C@@H]1CN(CC1)C1=C(C=C(C=C1)C1=CC=CC=C1)C#N)(F)F (S)-4-(3-(5-(trifluoromethyl)pyridin-2-yloxy)pyrrolidin-1-yl)biphenyl-3-carbonitrile